NC1=C(NC=2C=C3C(=CN2)NC(=C3)C(=O)C3=C(C(=CC(=C3F)OC)OC)F)C=CC(=C1)N1CCN(CC1)CC (5-(2-amino-4-(4-ethylpiperazin-1-yl)anilino)-1H-pyrrolo[2,3-c]pyridin-2-yl)(2,6-difluoro-3,5-dimethoxyphenyl)methanone